C(C)N(CC)CC.C1(=CC=CC=C1)P(C1=CC=CC=C1)C1=C(C=CC=C1)S(=O)(=O)O diphenylphosphinobenzenesulfonic acid triethylamine salt